4-(4-(6-acryloyl-2,6-diazaspiro[3.3]heptane-2-yl)phenyl)-6-(1-(1-cyanopiperidin-4-yl)-5-methyl-1H-pyrazol-4-yl)pyrazolo[1,5-a]pyridine-3-carbonitrile C(C=C)(=O)N1CC2(CN(C2)C2=CC=C(C=C2)C=2C=3N(C=C(C2)C=2C=NN(C2C)C2CCN(CC2)C#N)N=CC3C#N)C1